N1=C(C=CC=C1)O[C@@H]1CC[C@H](CC1)C(=O)O trans-4-(pyridin-2-yloxy)cyclohexane-1-carboxylic acid